4,5-dihydrooxepin O1C=CCCC=C1